N[C@H](C(=O)O)CCC(O[C@@H]1O[C@H]2[C@@]34[C@H]([C@@H](CC[C@H]3[C@H]1C)C)CC[C@@](OO4)(O2)C)=O (S)-2-amino-5-oxo-5-(((3R,5aS,6R,8aS,9R,10S,12R,12aR)-3,6,9-trimethyldecahydro-12H-3,12-Epoxy[1,2]dioxepino[4,3-i]isochromen-10-yl)oxy)pentanoic acid